[V].C(C(S)C(S)C(=O)O)(=O)O dimercaptosuccinic acid vanadium